1-(8-(4-((tert-butyldiphenylsilyl)oxy)butanoyl)-1,5-naphthyridin-2-yl)-7-hydroxy-3-((2-(trimethylsilyl)ethoxy)methyl)-1,3-dihydro-2H-imidazo[4,5-b]pyridin-2-one [Si](C1=CC=CC=C1)(C1=CC=CC=C1)(C(C)(C)C)OCCCC(=O)C=1C=CN=C2C=CC(=NC12)N1C(N(C2=NC=CC(=C21)O)COCC[Si](C)(C)C)=O